7-(3-hydroxyphenyl)-isoquinoline-5-sulfonic acid (2-amino-ethyl)-amide NCCNS(=O)(=O)C=1C=2C=CN=CC2C=C(C1)C1=CC(=CC=C1)O